O1CCC(CC1)CN1CC2(CC1)CNC1=CC=CC=C12 1'-((tetrahydro-2H-pyran-4-yl)methyl)spiro[indoline-3,3'-pyrrolidine]